trans-6-(5-chloropyridin-3-yl)-4-azaspiro[2.4]heptane-7-carbonitrile ClC=1C=C(C=NC1)[C@@H]1CNC2(CC2)[C@H]1C#N